C1(CCCCC1)COC1=CC=C(C=C1)C(CC#N)O 3-(4-(cyclohexylmethoxy)phenyl)3-hydroxypropanenitrile